C(C1=CC=CC=C1)(C1=CC=CC=C1)(C1=CC=CC=C1)NC(C(=C)C)=O N-(trityl)methacrylamide